[N+](=O)([O-])C1=C(C=CC(=C1)Cl)Cl mononitro-para-dichlorobenzene